7-cis-5-(3-amino-6,7-dihydro-5H-cyclopenta[b]pyridin-4-yl)-2-oxohexahydro[1,3]oxazolo[4,5-c]pyridine-3(2H)-carboxylic acid tert-butyl ester C(C)(C)(C)OC(=O)N1C(OC2C1CN(CC2)C2=C1C(=NC=C2N)CCC1)=O